1-ethyl-3-methylimidazole dimethyl-sulfate salt COS(=O)(=O)OC.C(C)N1CN(C=C1)C